FC=1C=CC(=NC1)NC1=NC=C(C(=O)OC)C(=C1)NC1=C(C(=CC=C1)C1=NN(C=N1)C)OC methyl 6-((5-fluoropyridin-2-yl)amino)-4-((2-methoxy-3-(1-methyl-1H-1,2,4-triazol-3-yl)phenyl)amino)nicotinate